2-(3-(tert-butoxy)-3-oxopropoxy)-N,N,N-trimethylethan-1-aminium bromide [Br-].C(C)(C)(C)OC(CCOCC[N+](C)(C)C)=O